C(N)(OCCC(NC(=O)NC1=NC=C(C(=C1)C1=C2N(N=C1)CC(C2)(C)C)Cl)C(C)(C)C)=O tert-butyl-(3-(3-(5-chloro-4-(5,5-dimethyl-5,6-dihydro-4H-pyrrolo[1,2-b]pyrazol-3-yl) pyridin-2-yl) ureido) propyl) carbamate